4-(4-fluorophenyl)-1H-1,2,3-triazole FC1=CC=C(C=C1)C=1N=NNC1